OCCNC(=O)C1=C(C2=CC=C(C=C2C=C1[N+](=O)[O-])[N+](=O)[O-])C(=O)O ((2-hydroxyethyl)carbamoyl)-3,6-dinitro-1-naphthoic acid